BrC=1C(=C2C=3C(=NC(=NC3C1F)OC[C@]13CCCN3C[C@@H](C1)F)N([C@H](CO2)C=C)C2COCCC2)Cl (5S)-9-bromo-8-chloro-10-fluoro-2-(((2R,7aS)-2-fluorotetrahydro-1H-pyrrolizin-7a(5H)-yl)methoxy)-4-(tetrahydro-2H-pyran-3-yl)-5-vinyl-5,6-dihydro-4H-[1,4]oxazepino[5,6,7-de]quinazoline